((S)-1-(((S)-1-amino-1-oxo-3-((S)-2-oxopyrrolidin-3-yl)propan-2-yl)amino)-3-cyclohexyl-1-oxopropan-2-yl)carbamic acid tert-butyl ester C(C)(C)(C)OC(N[C@H](C(=O)N[C@H](C(=O)N)C[C@H]1C(NCC1)=O)CC1CCCCC1)=O